OCCOC[C@@]12C[C@H](N([C@H]2C1)C(=O)OC(C)(C)C)C(=O)OCC 2-(tert-butyl) 3-ethyl (1S,3S,5R)-5-((2-hydroxyethoxy)methyl)-2-azabicyclo[3.1.0]hexane-2,3-dicarboxylate